(racemic)-1-((1S,4S)-2-oxa-5-azabicyclo[2.2.1]heptan-5-yl)-2-(3-chloro-4-(6-(1-methylcyclopropoxy)-9-((4-methylpyridin-2-yl)methyl)-9H-purin-8-yl)phenoxy)ethan-1-one [C@@H]12OC[C@@H](N(C1)C(COC1=CC(=C(C=C1)C=1N(C3=NC=NC(=C3N1)OC1(CC1)C)CC1=NC=CC(=C1)C)Cl)=O)C2 |r|